5-fluoro-7-(5-fluoro-2-(((3S,4R)-3-hydroxytetrahydro-2H-pyran-4-yl)amino)pyrimidin-4-yl)-1-isopropyl-N-methyl-4-oxo-1,4-dihydroquinoline-2-carboxamide FC1=C2C(C=C(N(C2=CC(=C1)C1=NC(=NC=C1F)N[C@H]1[C@@H](COCC1)O)C(C)C)C(=O)NC)=O